C(N)(O[C@@](C(N1CCN(CC1)C1=CC(=CC=C1)C(F)(F)F)=O)(C1=CC=CC=C1)C(C)(C)C)=O tert-butyl-(R)-(2-oxo-1-phenyl-2-(4-(3-(trifluoromethyl) phenyl) piperazin-1-yl) ethyl) carbamate